C(C1=CC=CC=C1)C1=C(C(=NO1)C)C(=O)OCC Ethyl 5-benzyl-3-methylisoxazole-4-carboxylate